methyl N-[2-(4-{[(4-{[6-(5-chloro-2-fluorophenyl)-3-methylpyridazin-4-yl]amino}pyridin-2-yl)carbamoyl]methyl}piperazin-1-yl)ethyl]carbamate ClC=1C=CC(=C(C1)C1=CC(=C(N=N1)C)NC1=CC(=NC=C1)NC(=O)CN1CCN(CC1)CCNC(OC)=O)F